3-Chloro-2-fluoro-N-[4-[(E)-3-[4-[2-hydroxyethyl(methyl)amino]phenyl]prop-2-enoyl]phenyl]-6-(trifluoromethyl)benzamide ClC=1C(=C(C(=O)NC2=CC=C(C=C2)C(\C=C\C2=CC=C(C=C2)N(C)CCO)=O)C(=CC1)C(F)(F)F)F